4,4'-[azobis(methanylylidene)]bis(2,6-dimethoxycyclohexa-2,5-dien-1-one) N(=NC=C1C=C(C(C(=C1)OC)=O)OC)C=C1C=C(C(C(=C1)OC)=O)OC